COC1=CC(=O)OC(=C1)[C@H](CC2=CC=CC=C2)N3C=C(C(=O)C=C3CC4=CC=CC=C4)C(=O)N The molecule is a pyridine alkaloid with formula C27H24N2O5 that is isolated from Aspergillus niger and displays neuroprotective protperties. It has a role as an Aspergillus metabolite and a neuroprotective agent. It is a member of 4-pyridones, a monocarboxylic acid amide, a pyridine alkaloid, a member of 2-pyranones and an aromatic ether.